methyl 3-((tert-butoxycarbonyl)amino)-1-methyl-1H-pyrazole-4-carboxylate C(C)(C)(C)OC(=O)NC1=NN(C=C1C(=O)OC)C